2-(4-Cyclopropylpiperazin-1-yl)-N-(2-(4,4-difluoropiperidin-1-yl)-6-methylpyrimidin-4-yl)-4-((2-hydroxyethyl)sulfonamido)benzamide C1(CC1)N1CCN(CC1)C1=C(C(=O)NC2=NC(=NC(=C2)C)N2CCC(CC2)(F)F)C=CC(=C1)NS(=O)(=O)CCO